(S,E)-7-(Dimethylamino)-1-((1-((6-fluoro-7-(3,3,3-trifluoropropyl)-1H-pyrrolo[3,2-b]pyridin-2-yl)methyl)-2-oxo-1,2-dihydropyridin-3-yl)amino)-1,7-dioxohept-5-en-2-yl-dimethylcarbamat CN(C(/C=C/CC[C@H](C(=O)NC=1C(N(C=CC1)CC1=CC2=NC=C(C(=C2N1)CCC(F)(F)F)F)=O)CN(C([O-])=O)C)=O)C